4-bromo-N-((1S,2R)-2-(2,3-dihydro-1H-inden-4-yl)-1-(5-oxo-4,5-dihydro-1,3,4-oxadiazol-2-yl)propyl)-2-ethylbenzenesulfonamide BrC1=CC(=C(C=C1)S(=O)(=O)N[C@@H]([C@H](C)C1=C2CCCC2=CC=C1)C=1OC(NN1)=O)CC